Trimethyl-isobutyl-phosphonium tert-Butyl-2-(2-bromo-9,9-dimethylacridin-10(9H)-yl)ethylcarbamate C(C)(C)(C)N(C([O-])=O)CCN1C=2C=CC(=CC2C(C2=CC=CC=C12)(C)C)Br.C[P+](CC(C)C)(C)C